4,5,6,7-tetrahydro-1H-indazole-5-carboxamide N1N=CC=2CC(CCC12)C(=O)N